OCCNS(=O)(=O)C1=CC=2C(C3=CC(=CC=C3C2C=C1)S(=O)(=O)NCCO)=O N2,N7-di(2-hydroxyethyl)-9-oxo-9H-2,7-fluorenedisulfonamide